C(C)OC(CCC1=C2CCN(CC2=CC=C1)C(=O)OC(C)(C)C)=O 3-(N-Boc-1,2,3,4-tetrahydroisoquinoline-5-yl)propionic acid ethyl ester